C(C)(C)(C)OC(NC1=CC=C(C=C1)OC=1C2=C(SC1)C=C(C=C2)Br)=O (4-((6-bromobenzo[b]thiophen-3-yl)oxy)phenyl)carbamic acid tert-butyl ester